1-(benzyloxy)-4-isocyanatobenzene C(C1=CC=CC=C1)OC1=CC=C(C=C1)N=C=O